O.O.O.[N+](=O)([O-])[O-].[Ca+2].[N+](=O)([O-])[O-] calcium nitrate, tri-hydrate